1-phenyl-2-hydroxy-2-methyl-1-Propanone C1(=CC=CC=C1)C(C(C)(C)O)=O